FC1=C(C(=CC2=C1N=CS2)F)NC2=C1C(=NC=C2)SC(=C1)C1[C@H](NCCC1)C 4,6-Difluoro-N-(2-((2R)-2-methylpiperidin-3-yl)thieno[2,3-b]pyridin-4-yl)benzo[d]thiazol-5-amine